(2R,4S)-4-[3-bromo-4-carbamoyl-5-[(cyclopropylmethyl)amino]pyrazol-1-yl]-2-(methoxymethyl)pyrrolidine-1-carboxylic acid tert-butyl ester C(C)(C)(C)OC(=O)N1[C@H](C[C@@H](C1)N1N=C(C(=C1NCC1CC1)C(N)=O)Br)COC